4-bromo-2-chloro-3-methylpyridin-1-ium-1-olate BrC1=C(C(=[N+](C=C1)[O-])Cl)C